Cl.CN(C1CC(C1)NS(=O)(=O)CCC)C=1C2=C(N=CN1)NC=C2 N-((1S,3S)-3-(methyl(7H-pyrrolo[2,3-d]pyrimidin-4-yl)amino)-cyclobutyl)propane-1-sulfonamide HCl